2,4,4-trimethyl-7-(4,4,5,5-tetramethyl-1,3,2-dioxaborolan-2-yl)-3,4-dihydroisoquinoline-1(2H)-one CN1C(C2=CC(=CC=C2C(C1)(C)C)B1OC(C(O1)(C)C)(C)C)=O